COC1=CC=C(CNC=2C=3N(C4=CC(=C(C=C4N2)C)C(=O)O)C=NC3)C=C1 4-((4-Methoxybenzyl)amino)-7-methylimidazo[1,5-a]quinoxaline-8-carboxylic acid